Tert-butyl (4-(1-(2,6-dioxopiperidin-3-yl)-3-methyl-2-oxo-2,3-dihydro-1H-benzo[d]imidazol-4-yl)butyl)carbamate O=C1NC(CCC1N1C(N(C2=C1C=CC=C2CCCCNC(OC(C)(C)C)=O)C)=O)=O